FC(CCCCC1=NC=2NCCCC2C=C1)(F)[C@H]1CN(CC1)CC(=O)O 2-((R)-3-(1,1-difluoro-5-(5,6,7,8-tetrahydro-1,8-naphthyridin-2-yl)pentyl)pyrrolidin-1-yl)acetic acid